C1(CCC(N1OC(CCCCCNC(CCSSC1=NC=CC=C1)=O)=O)=O)=O 6-(3-(2-pyridyldithio)-propionylamino)hexanoic acid succinimidyl ester